ClC1=CC(=NC=N1)N1N=C(C=2C1=CN=CC2)C 1-(6-chloropyrimidin-4-yl)-3-methyl-1H-pyrazolo[3,4-c]pyridine